3,9-dihydroxy-8-((4-methoxypiperidin-1-yl)methyl)benzo[5,6]oxazepin OC1=NOC2=C(C=C1)C=CC(=C2O)CN2CCC(CC2)OC